CC(C)N1N=C(C=C1)S(=O)(N)=N 1-(1-methylethyl)-1H-pyrazole-3-sulfonimidamide